S1C=C(C=C1)C=NO (thiophen-3-ylmethylidene)hydroxylamine